ethyl 5-bromo-2,2-dimethylvalerate BrCCCC(C(=O)OCC)(C)C